1-(2,4-dimethoxyphenyl)-N-methylamine hydrochloride Cl.COC1=C(C=CC(=C1)OC)CN